COC(=C(C)C)O[Si](C)(C)C ((1-methoxy-2-methylprop-1-en-1-yl)oxy)trimethylsilane